2-(2-hydroxy-3,5-bis(α,α-dimethylbenzyl)phenyl)benzo-triazoleN OC1=C(C=C(C=C1C(C1=CC=CC=C1)(C)C)C(C1=CC=CC=C1)(C)C)N1NC2=C(N1)C=CC=C2